NC1=NC=NN2C1=CC=C2[C@H]2[C@@H]([C@@H]1OP(OC[C@]1(O2)C#N)(=O)N[C@@H](C)C(=O)OCC(CC)CC)O 2-ethylbutyl ((4aR,6S,7S,7aS)-6-(4-aminopyrrolo[2,1-f][1,2,4]triazin-7-yl)-4a-cyano-7-hydroxy-2-oxidotetrahydro-4H-furo[3,2-d][1,3,2]dioxaphosphinin-2-yl)-L-alaninate